NC1=C(C=CC=C1)C(\C=C/C(=O)O)=O (Z)-4-(2-aminophenyl)-4-oxobut-2-enoic acid